2-(4-bromo-2-hydroxyphenyl)-N,N-dimethylacetamide BrC1=CC(=C(C=C1)CC(=O)N(C)C)O